6-(3'-amino-2-chloro-2'-methyl-[1,1'-biphenyl]-3-yl)-2-methoxynicotinaldehyde NC=1C(=C(C=CC1)C1=C(C(=CC=C1)C1=NC(=C(C=O)C=C1)OC)Cl)C